BrC=1C=C(C2=C(N(C(O2)=O)C)C1)F 5-bromo-7-fluoro-3-methylbenzo[d]oxazol-2(3H)-one